C(C)C1=CC=C(C=N1)NC(=O)C1=CC2=C(NC(=N2)C2=CC=C(C=C2)N(C)C)C=C1 2-(4-dimethylamino-phenyl)-1H-benzimidazole-5-carboxylic acid (6-ethylpyridin-3-yl)-amide